propoxyl glycidyl ether C(C1CO1)OOCCC